(3-Hydroxypropyl)-7-(2-(4-(trifluoromethyl)phenoxy)pyridin-3-yl)quinolin-4(1H)-one OCCCN1C=CC(C2=CC=C(C=C12)C=1C(=NC=CC1)OC1=CC=C(C=C1)C(F)(F)F)=O